C1(CCC1)C(C)(C)N1CCCCC1 1-(2-cyclobutylpropan-2-yl)piperidin